1-[(2-chloro-1,3-thiazol-5-yl)methyl]-4-oxo-3-phenyl-4H-pyrido[1,2-a]pyrimidin-1-ium ClC=1SC(=CN1)C[N+]1=C2N(C(C(=C1)C1=CC=CC=C1)=O)C=CC=C2